(5-(5-chlorothien-2-yl)-1,3,4-oxadiazol-2-yl)methylamine ClC1=CC=C(S1)C1=NN=C(O1)CN